FC=1C=C(C=C(C1CN1N=C(N=N1)C1=CC(=CC=C1)S(F)(F)(F)(F)F)F)C(=O)NO 3,5-difluoro-4-[[5-[3-(pentafluoro-lambda6-sulfanyl)phenyl]tetrazol-2-yl]methyl]benzenecarbohydroxamic acid